5-(6-Chloro-5-(4-(methylsulfonyl)piperazin-1-yl)-1H-indazol-1-yl)-2-fluoro-3-(trifluoromethyl)phenol ClC1=C(C=C2C=NN(C2=C1)C=1C=C(C(=C(C1)O)F)C(F)(F)F)N1CCN(CC1)S(=O)(=O)C